4-methyl-6-(1-methyl-1H-pyrazol-4-yl)isoquinolin-3-amine CC1=C(N=CC2=CC=C(C=C12)C=1C=NN(C1)C)N